(S or R)-N-[2-(3-methyl-1H-pyrazol-1-yl)-3-{[(CIS)-4-phenylcyclohexyl]oxy}propyl]methane-sulfonamide CC1=NN(C=C1)[C@@H](CNS(=O)(=O)C)CO[C@@H]1CC[C@@H](CC1)C1=CC=CC=C1 |o1:6|